OC1=CNC=C1 (S)-3-hydroxypyrrole